C(C)(C)(C)[S@@](=O)N=C1C2=CC(=CC=C2CC12CCN(CC2)C(=O)OC(C)(C)C)COCC2=CC=C(C=C2)OC tert-butyl (R)-1-((tert-butylsulfinyl)imino)-6-(((4-methoxybenzyl)oxy)methyl)-1,3-dihydrospiro[indene-2,4'-piperidine]-1'-carboxylate